1-ethyl-3-hydroxy-6-(1-(3-(trifluoromethyl)benzyl)-1H-1,2,3-triazol-4-yl)quinoline-2,4(1H,3H)-dione C(C)N1C(C(C(C2=CC(=CC=C12)C=1N=NN(C1)CC1=CC(=CC=C1)C(F)(F)F)=O)O)=O